2-(tert-butyl) 7-methyl (S)-1-(o-tolyl)-3,4-dihydroisoquinoline-2,7(1H)-dicarboxylate C1(=C(C=CC=C1)[C@@H]1N(CCC2=CC=C(C=C12)C(=O)OC)C(=O)OC(C)(C)C)C